6-(naphthalen-2-yloxy)hexyl-acrylic acid C1=C(C=CC2=CC=CC=C12)OCCCCCCC(C(=O)O)=C